C(C)(C)(C)OC(=O)N1CCN(CC1)C1=NC(=NC2=C(C(=C(C=C12)Cl)C1=C(C=CC=C1OC)F)F)Cl.C(CC)[C@@H]1CC[C@H](CC1)[C@@H]1CC[C@H](CC1)C(C)=O trans-4-(trans-4'-n-propyl-cyclohexyl)cyclohexyl-ethanone tert-Butyl-4-(2,6-dichloro-8-fluoro-7-(2-fluoro-6-methoxyphenyl)quinazolin-4-yl)piperazine-1-carboxylate